C(C)(C)(C)C=1C=C(C=C(C1O)C)CCC(=O)OCC(C)(C)C1OCC2(CO1)COC(OC2)C(COC(CCC2=CC(=C(C(=C2)C)O)C(C)(C)C)=O)(C)C 3,9-bis{2-[3-(3-tert-butyl-4-hydroxy-5-methylphenyl)propionyloxy]-1,1-dimethylethyl}-2,4,8,10-tetraoxaspiro[5.5]undecane